lacceroic amide C(CCCCCCCCCCCCCCCCCCCCCCCCCCCCCCC)(=O)N